(S)-4-((4-((2-(2-cyano-4,4-difluoropyrrolidin-1-yl)-2-oxoethyl)carbamoyl)quinolin-6-yl)oxy)butyric acid C(#N)[C@H]1N(CC(C1)(F)F)C(CNC(=O)C1=CC=NC2=CC=C(C=C12)OCCCC(=O)O)=O